CN1CCC(CC1)C=1N=C2C(=NC1)N(C=C2C2CCN(CC2)C(=O)OC(C)(C)C)COCC[Si](C)(C)C tert-Butyl 4-[2-(1-methyl-4-piperidyl)-5-(2-trimethylsilylethoxymethyl)pyrrolo[2,3-b]pyrazin-7-yl]piperidine-1-carboxylate